3,3,5,5'-biphenyltetracarboxylic acid chloride C=1(CC(C=C(C1)C(=O)Cl)(C(=O)Cl)C(=O)Cl)C1=CC=CC(=C1)C(=O)Cl